(R)-(-)-1-(3-methoxyphenyl)ethylamine COC=1C=C(C=CC1)[C@@H](C)N